FC=1C=C(C=CC1)C1N(CCCCC1)C(=O)C=1N=C(C2=C(N1)OC(=C2)C)NC2(CC2)C [2-(3-fluorophenyl)azepane-1-carbonyl]-6-methyl-N-(1-methylcyclopropyl)furo[2,3-d]pyrimidin-4-amine